C(CCC(C)C)OCCOCCOCCO Triethylene glycol isohexyl ether